8-cyclopentyl-2-((2-(dimethylglycyl)-1,2,3,4-tetrahydroisoquinolin-6-yl)amino)-7-oxo-7,8-dihydropyrido[2,3-d]pyrimidine-6-carbonitrile C1(CCCC1)N1C(C(=CC2=C1N=C(N=C2)NC=2C=C1CCN(CC1=CC2)C(CN(C)C)=O)C#N)=O